O1[C@H](COC2=C1C=CC=C2)C2=CC=C(CN1CCC(CC1)NC(C)=O)C=C2 N-(1-(4-[(2S)-2,3-dihydro-1,4-benzodioxin-2-yl]benzyl)piperidin-4-yl)acetamide